FC1=CC=C2C3=NNC4=CC=C(OCCCNC(OCC1=C2)=O)C=C34 5-fluoro-8,14-dioxa-10,19,20-triazatetracyclo[13.5.2.12,6.018,21]tricosa-1(20),2,4,6(23),15,17,21-heptaen-9-one